ClC1=C(C(=CC=C1)F)N1N=C(C(=C1)NC1=CC=C(C=C1)C(NC1CNCCC1)=O)C(=O)N 1-(2-chloro-6-fluorophenyl)-4-((4-(piperidin-3-ylcarbamoyl)phenyl)amino)-1H-pyrazole-3-carboxamide